2-(6-isopropoxypyridin-3-yl)-1,6-naphthyridin C(C)(C)OC1=CC=C(C=N1)C1=NC2=CC=NC=C2C=C1